3-(2-chlorophenyl)acrolein ClC1=C(C=CC=C1)C=CC=O